(R)-(5-(6-(3-methylpiperazin-1-yl)-1H-imidazo[4,5-c]pyridin-2-yl)-1H-pyrrol-3-yl)(2-(trifluoromethyl)phenyl)methanone hydrochloride Cl.C[C@@H]1CN(CCN1)C1=CC2=C(C=N1)N=C(N2)C2=CC(=CN2)C(=O)C2=C(C=CC=C2)C(F)(F)F